6-(5-chloro-2-fluorophenyl)pyridazine-4-carboxylate ClC=1C=CC(=C(C1)C1=CC(=CN=N1)C(=O)[O-])F